C(CCCCCCCCCCCCC)(=O)C(O)(C[N+](C)(C)C)CC([O-])=O myristoyl-carnitine